Tetragerman [GeH3][GeH2][GeH2][GeH3]